P(=O)([O-])([O-])[O-].[Na+].[Na+].[Na+].[Na+].[Na+] trisodium disodium phosphate